2-fluoro-3-nitro-aniline FC1=C(N)C=CC=C1[N+](=O)[O-]